1-(5-(3-fluoro-2-(2-(1,3,5-trimethyl-1H-pyrazol-4-yl)ethoxy)phenyl)-1-methyl-1H-indazol-3-yl)-N,N-dimethylmethanamine FC=1C(=C(C=CC1)C=1C=C2C(=NN(C2=CC1)C)CN(C)C)OCCC=1C(=NN(C1C)C)C